N1C=C(C2=CC=CC=C12)NC(=O)C=1C=CC2=C(SCC(N2CC2=CSC=C2)=O)C1 N-(1H-indol-3-yl)-3-oxo-4-(thiophen-3-ylmethyl)-3,4-dihydro-2H-benzo[b][1,4]thiazine-7-carboxamide